FC(C=1C=C(C=CC1)N=C=O)(F)F 3-trifluoromethylphenyl isocyanate